ClC1=C(C(=CC=C1)Cl)N1N=C(C(=C1)NC1=CC=C(C=C1)C=1N=NC=C(C1C)C)C(=O)N 1-(2,6-dichlorophenyl)-4-((4-(4,5-dimethylpyridazin-3-yl)phenyl)amino)-1H-pyrazole-3-carboxamide